2-(4-((tert-butyldiphenylsilyl)oxy)piperidin-1-yl)ethanol [Si](C1=CC=CC=C1)(C1=CC=CC=C1)(C(C)(C)C)OC1CCN(CC1)CCO